N1C(NC=C1)=O 1,3-DIHYDRO-2H-IMIDAZOL-2-ONE